ClC1=CC=C2C(=CNC2=C1)CCN1CC2C(C(C1)C(=O)N[C@H](C(=O)NC)CCCC1=CC=CC=C1)CN(C2)C(C2=CC(=C(C=C2)OC(C)C)OC)=O 5-(2-(6-chloro-1H-indol-3-yl)ethyl)-2-(4-isopropoxy-3-methoxybenzoyl)-N-((S)-1-(methylamino)-1-oxo-5-phenylpentan-2-yl)octahydro-1H-pyrrolo[3,4-c]pyridine-7-carboxamide